FC1=CC=C(C=C1)C#CC1=C(C=CC(=C1)NC(=O)NCCC=1C=NC=CC1)C1=CC(=CC=C1)N1CCOCC1 1-(2-((4-fluorophenyl)ethynyl)-3'-morpholino-[1,1'-biphenyl]-4-yl)-3-(2-(pyridin-3-yl)ethyl)urea